N-(6-bromo-3-(2-chloro-5-fluorophenyl)-1-oxoisoindolin-4-yl)-5'-fluoro-3'-oxospiro[cyclopropane-1,2'-indoline]-1'-carboxamide BrC1=CC(=C2C(NC(C2=C1)=O)C1=C(C=CC(=C1)F)Cl)NC(=O)N1C2(C(C3=CC(=CC=C13)F)=O)CC2